O=C1NC=C(C(N1)=O)C=1C=C(C=2N(N1)C=CN2)[C@@H]2[C@H](C2)C=2C=C(C(=O)OC)C=CC2 |r| racemic-methyl 3-((1S,2S)-2-(6-(2,4-dioxo-1,2,3,4-tetrahydropyrimidin-5-yl)imidazo[1,2-b]pyridazin-8-yl)cyclopropyl)benzoate